3-(3-Chloro-4-fluorophenyl)-(1R)-(8,9-difluoro-3R-oxido-6-oxo-1,4,5,6-tetrahydro-2H-thiopyrano[3,4-c]isoquinolin-1-yl)-1-methylurea ClC=1C=C(C=CC1F)NC(N(C)[C@H]1C[S@](CC=2NC(C=3C=C(C(=CC3C21)F)F)=O)=O)=O